6-(1-ethylpentyl)-isocytosine C(C)C(CCCC)C1=CC(NC(=N1)N)=O